C1(CCCC1)NC1=C(C=C(C=C1)[C@@H]1N(CCC[C@@H]1C(=O)OCC)C(=O)OC(C)(C)C)[2H] 1-(tert-butyl) 3-ethyl (2R,3S)-2-(4-(cyclopentylamino)phenyl-3-d)piperidine-1,3-dicarboxylate